NC(CCC(=O)O)CCCC 4-amino-7-methylheptanoic acid